methyl (1r,4r)-4-(3-chloroanilino)-2'-{3-[(pyrimidin-5-yl)oxy]propyl}-2',3'-dihydrospiro[cyclohexane-1,1'-indene]-4-carboxylate ClC=1C=C(NC2(CCC3(C(CC4=CC=CC=C34)CCCOC=3C=NC=NC3)CC2)C(=O)OC)C=CC1